1-({3,4-difluoro-2-[(2-fluoro-4-iodophenyl)amino]phenyl}carbonyl)3-(1H-imidazol-2-ylmethyl)azetidin-3-ol FC=1C(=C(C=CC1F)C(=O)N1CC(C1)(O)CC=1NC=CN1)NC1=C(C=C(C=C1)I)F